ClC=1C(=CC=2C3=C(C(NC2C1\C=C\C(=O)OCC)=O)CN([C@H]3C)C(=O)OC(C)(C)C)OC tert-butyl (1S)-7-chloro-6-[(E)-3-ethoxy-3-oxo-prop-1-enyl]-8-methoxy-1-methyl-4-oxo-3,5-dihydro-1H-pyrrolo[3,4-c]quinoline-2-carboxylate